FC=1C=C(CO[C@@H]2C[C@H](C2)C(=O)NCC2=C(C(=C(C=C2)C(F)(F)F)C=2NC(C=C(N2)C)=O)F)C=C(C1)F trans-3-[(3,5-difluorobenzyl)oxy]-N-[2-fluoro-3-(4-methyl-6-oxo-1,6-dihydropyrimidin-2-yl)-4-(trifluoromethyl)benzyl]cyclobutane-1-carboxamide